C(C)(C)(C)C1CCC(CC1)OC(C=C)=O 4-tert-butylcyclohexylacrylate